C(CC(C)C)C(C(=O)OCC(C)(C)C)C(C(=O)OCC(C)(C)C)C1CCCCC1 di-neopentyl 2-isopentyl-3-cyclohexylsuccinate